O=C1N(CCC(N1)=O)C=1C=C(C=NC1)CN1CCN(CC1)C=1C(=CC2=C(C(C=3NC4=CC(=CC=C4C3C2=O)C#N)(C)C)C1)CC 8-(4-((5-(2,4-dioxotetrahydropyrimidin-1(2H)-yl)pyridin-3-yl)methyl)piperazin-1-yl)-9-ethyl-6,6-dimethyl-11-oxo-6,11-dihydro-5H-benzo[b]carbazole-3-carbonitrile